C(C)(C)(C)OC(CCCC(=O)O)=O 5-(tert-butoxy)5-oxopentanoic acid